ClC1=NC=C(C(=C1)C1=C(C=NC(=C1)C)C(=O)NC=1SC2=C(N1)C=CN2C(=O)OC(C)(C)C)OC tert-butyl 2-(2'-chloro-5'-methoxy-6-methyl-[4,4'-bipyridine]-3-carboxamido)-4H-pyrrolo[3,2-d]thiazole-4-carboxylate